(3-bromo-5-tert-butylphenyl)boronic acid BrC=1C=C(C=C(C1)C(C)(C)C)B(O)O